4-oxo-4-(3-pyridinyl)-1-butanediazonium hydroxide [OH-].O=C(CCC[N+]#N)C=1C=NC=CC1